3-[6-Chloro-3-[(1R)-1-[3,6-dimethyl-2-(1,5-naphthyridin-3-yl)-4-oxo-chromen-8-yl]ethoxy]-2-pyridyl]-4H-1,2,4-oxadiazol-5-one ClC1=CC=C(C(=N1)C1=NOC(N1)=O)O[C@H](C)C=1C=C(C=C2C(C(=C(OC12)C=1C=NC2=CC=CN=C2C1)C)=O)C